ClC1=C2C=C(NC2=CC=C1Cl)C(=O)N1C[C@H](N(CC1)C(C)=O)C 1-[(2R)-4-(4,5-dichloro-1H-indole-2-carbonyl)-2-methyl-piperazin-1-yl]ethanone